rac-tert-butyl (1S,2R,3S,5R)-3-{[(benzyloxy)carbonyl]amino}-2-fluoro-8-azabicyclo[3.2.1]octane-8-carboxylate C(C1=CC=CC=C1)OC(=O)N[C@@H]1[C@H]([C@@H]2CC[C@H](C1)N2C(=O)OC(C)(C)C)F |r|